(R)-N-((R)-1-((R)-2-((1,3-dioxoisoindolin-2-yl)methyl)-5-fluoro-2-methyl-2,3-dihydrobenzofuran-7-yl)ethyl)-2-methylpropane-2-sulfinamide O=C1N(C(C2=CC=CC=C12)=O)C[C@@]1(OC2=C(C1)C=C(C=C2[C@@H](C)N[S@](=O)C(C)(C)C)F)C